2-(3-bromophenoxy)-3-chloro-benzaldehyde BrC=1C=C(OC2=C(C=O)C=CC=C2Cl)C=CC1